R-3-amino-4-(2,4,5-trifluorophenyl)butyryl-morpholine N[C@@H](CC(=O)N1CCOCC1)CC1=C(C=C(C(=C1)F)F)F